ClC1=NC=C2C(=N1)N(N=C2)C2CCC(CC2)NS(=O)(=O)C N-[4-(6-chloropyrazolo[3,4-d]pyrimidin-1-yl)cyclohexyl]methanesulfonamide